FC1=C(C=CC(=C1)F)N1CC(CC1=O)C(=O)NC1CCC2=CC=CC=C12 1-(2,4-difluorophenyl)-N-[indan-1-yl]-5-oxopyrrolidine-3-carboxamid